C(C)C1=C(NC2=CC=C(C=C12)C1CCN(CC1)CCCN(C)C)C1=CC(=NC=C1)C 3-(4-(3-ethyl-2-(2-methylpyridin-4-yl)-1H-indol-5-yl)piperidin-1-yl)-N,N-dimethylpropan-1-amine